C(C=C)(=O)N1CCN(CC1)C1=NC(N2C3=C(C(=C(C=C13)Cl)C1=C3C(=NNC3=CC=C1C)C)OCC2)=O 7-(4-acryloylpiperazin-1-yl)-9-chloro-10-(3,5-dimethyl-1H-indazol-4-yl)-2H-[1,4]oxazino[2,3,4-ij]quinazolin-5(3H)-one